O1C(=CC2=C1C=CC=C2)C2=CC=C(C=C2)N(C2=CC=C(C=C2)C2=CC1=C(N=C(O1)C=1OC=CC1)C=C2)C2=CC=C(C=C2)C=2OC1=C(N2)C=CC=C1 N-(4-benzofuran-2-yl-phenyl)-N-(4-benzoxazol-2-yl-phenyl)-N-{4-(2-furan-2-yl-benzoxazol-6-yl)-phenyl}-amine